FC1=CC=C(C=C1)C1C(NCC2=C(N1)C=CC=C2C)=O 2-(4-fluorophenyl)-6-methyl-1,2,4,5-tetrahydro-3H-benzo[e][1,4]diazepin-3-one